NC=1SC2=C(N1)C(=CC=C2)C2=C(C=C1C(=NC(=NC1=C2F)OC[C@H]2N(CCC2)C)N2CC1(CN(C1)C(=O)N)CC2)Cl 6-(7-(2-aminobenzo[d]thiazol-4-yl)-6-chloro-8-fluoro-2-(((S)-1-methylpyrrolidin-2-yl)methoxy)quinazolin-4-yl)-2,6-diazaspiro[3.4]octane-2-carboxamide